1-(5-{[(5-Chlorothiophen-2-yl)methyl]amino}-3-[1-(1,2,4-oxadiazol-3-ylmethyl)piperidin-4-yl]-1H-pyrazol-1-yl)-2,2-dimethylpropan-1-on ClC1=CC=C(S1)CNC1=CC(=NN1C(C(C)(C)C)=O)C1CCN(CC1)CC1=NOC=N1